N=[SH2](C)C iminodimethyl-λ6-sulfane